C(C1=CC=CC=C1)O[C@@H]1[C@]2(O[C@H]([C@@H]1N(C2)C2=NC=NC(=C2)Cl)N2C(NC(C(=C2)C)=O)=O)COCC2=CC=CC=C2 1-[(1R,3R,4R,7S)-7-benzyloxy-1-(benzyloxymethyl)-5-(6-chloropyrimidin-4-yl)-2-oxa-5-azabicyclo[2.2.1]heptan-3-yl]-5-methyl-pyrimidine-2,4-dione